tert-Butyl (1s,4s)-4-(dimethylamino)cyclohexylcarbamate CN(C1CCC(CC1)NC(OC(C)(C)C)=O)C